4-(3,3-dichloroallyl)-7-fluoro-6-nitrobenzoxazin-3-one ClC(=CCC1C(NOC2=C1C=C(C(=C2)F)[N+](=O)[O-])=O)Cl